2-(2-(3-(4-bromophenyl)-8-methyl-1,4,8-triazaspiro[4.5]decan-1,3-dien-2-yl)ethenyl)-5-(5-ethynylpyridin-3-yl)-1,3,4-oxadiazole BrC1=CC=C(C=C1)C=1C(=NC2(N1)CCN(CC2)C)C=CC=2OC(=NN2)C=2C=NC=C(C2)C#C